Cl.BrC1=CC=C(C=C1)C1=CC=C(N1C1=C(C=CC=C1)C(F)(F)F)C=1C=C(C(=O)NCCN(C)C)C=CC1Cl 3-[5-(4-bromophenyl)-1-[2-(trifluoromethyl)phenyl]pyrrol-2-yl]-4-chloro-N-[2-(dimethylamino)-ethyl]benzamide hydrochloride